FC1=C(C=C2C=CN(C(C2=C1)=O)CCC[C@H](C)NC=1C=NNC(C1C(F)(F)F)=O)C1=NC=C(C=N1)OCCO (S)-7-fluoro-6-(5-(2-hydroxyethoxy)pyrimidin-2-yl)-2-(4-((6-oxo-5-(trifluoromethyl)-1,6-dihydropyridazin-4-yl)amino)pentyl)isoquinolin-1(2H)-one